N-[(3R,4S)-3-fluoro-1-(trideuteriomethyl)-4-piperidyl]-2-iodo-1-(2,2,2-trifluoroethyl)indol-4-ylamine F[C@@H]1CN(CC[C@@H]1NC1=C2C=C(N(C2=CC=C1)CC(F)(F)F)I)C([2H])([2H])[2H]